CC=1C=C(C=CC1OC1=CC2=C(N(C=N2)C)C=C1)NC=1C2=C(N=CN1)C=CC(=N2)N2C1CN(CC2CC1)C(C#CC)=O 1-(8-(4-((3-methyl-4-((1-methyl-1H-benzo[d]imidazol-5-yl)oxy)phenyl)amino)pyrido[3,2-d]pyrimidin-6-yl)-3,8-diazabicyclo[3.2.1]octan-3-yl)but-2-yn-1-one